C(C1=CC=CC=C1)OC=1C(C(=CN2C1C(N1CC3C(CC2C1)C3)=O)C(=O)NCC3=C(C=C(C=C3)F)F)=O 5-(benzyloxy)-N-(2,4-difluorobenzyl)-4,6-dioxo-1,1a,2,4,6,10,11,11a-octahydro-3,10-methanocyclopropa[f]pyrido[1,2-a][1,4]diazonine-7-carboxamide